N-(4,5-Diamino-2-(2-methoxyethoxy)phenyl)-N-methylacetamide NC1=CC(=C(C=C1N)N(C(C)=O)C)OCCOC